tert-butyl N-[2-[2-[2-[2-[[(3S,4R,5R,6R)-4,5-dihydroxy-6-(hydroxymethyl)tetrahydropyran-3-yl]amino]-6-(trifluoromethyl)pyrimidin-4-yl]oxyethoxy]ethoxy]ethyl]carbamate O[C@@H]1[C@H](CO[C@@H]([C@@H]1O)CO)NC1=NC(=CC(=N1)OCCOCCOCCNC(OC(C)(C)C)=O)C(F)(F)F